tert-butyl 3-(3-(4-(trifluoromethoxy)phenyl)ureido)azetidine-1-carboxylate FC(OC1=CC=C(C=C1)NC(NC1CN(C1)C(=O)OC(C)(C)C)=O)(F)F